FC1(CCN(CC1)S(=O)(=O)C1=CC=C(C=C1)NC(=O)NCC=1C=NC=CC1)F 1-[4-(4,4-difluoropiperidine-1-sulfonyl)phenyl]-3-(pyridin-3-ylmethyl)urea